C1(=CC=CC=C1)S(=O)(=O)C1=[N+](ON=C1)[O-] 3-benzenesulfonyl-1,2,5-oxadiazol-2-oxide